COC(C1=CC(=C(C=C1)[N+](=O)[O-])NCC1OCC1)=O 4-nitro-3-((oxetan-2-ylmethyl)amino)benzoic acid methyl ester